6-chloro-5-methoxy-1-methyl-3-(1H-pyrazol-4-yl)-2-(5-(trifluoromethyl)-1H-1,2,4-triazol-3-yl)-1H-indole ClC1=C(C=C2C(=C(N(C2=C1)C)C1=NNC(=N1)C(F)(F)F)C=1C=NNC1)OC